CC=1C=C(\C=N\NC2=C3C(=NC(=N2)N2CCOCC2)N(N=C3)C=3C=NC=CC3)C=CC1 (E)-4-(4-(2-(3-methylbenzylidene)hydrazinyl)-1-(pyridin-3-yl)-1H-pyrazolo[3,4-d]pyrimidin-6-yl)morpholine